3'-((4-(4,6-diaminopyrimidin-2-yl)thiazol-2-yl)(propyl)amino)-4'-methyl-[1,1'-biphenyl] NC1=NC(=NC(=C1)N)C=1N=C(SC1)N(C=1C=C(C=CC1C)C1=CC=CC=C1)CCC